C(C)(C)(C)NS(=O)(=O)C1=CC(=CC=C1)NC1=NC(=NC=C1C)NC1=CC=C(C=C1)N1CCN(CC1)C1CCN(CC1)CC=1C=C2CN(C(C2=CC1)=O)C1C(NC(CC1)=O)=O N-(tert-butyl)-3-((2-((4-(4-(1-((2-(2,6-dioxopiperidin-3-yl)-1-oxoisoindolin-5-yl)methyl)piperidin-4-yl)piperazin-1-yl)phenyl)amino)-5-methylpyrimidin-4-yl)amino)benzenesulfonamide